C(C)OC(C)=O.C1=CC=CC=2SC3=C(C21)C=CC=C3 (dibenzothiophene) ethyl-acetate